3-methylsulfonylthiothiophene CS(=O)(=O)SC1=CSC=C1